S1C(=NC2=C1C=CC=C2)C2(CCN(CC2)C2=C(C(N(C1=CC=CC=C21)C)=O)C#N)F 4-[4-(1,3-Benzothiazol-2-yl)-4-fluoropiperidin-1-yl]-1-methyl-2-oxo-1,2-dihydroquinoline-3-carbonitrile